NC1=CC=C(C=C1)C1CCN(CC1)C1CCC(CC1)CCCC(=O)OC methyl 4-[4-[4-(4-aminophenyl)-1-piperidyl]cyclohexyl]butanoate